CN1C([C@@H](CC2=CC=CC(=C12)C(=C)C1=C(C=CC=C1)C(F)(F)F)NC(=O)N)=O ((3R)-1-methyl-2-oxo-8-(1-(2-(tri-Fluoromethyl)phenyl)ethenyl)-1,2,3,4-tetrahydroquinolin-3-yl)urea